C(#N)C1=C(C=CC(=C1OC=1C=C2C(N(C=NC2=CC1)C=1C=NC(=CC1)F)=O)F)NS(=O)(=O)N1C[C@@H](CC1)F (3R)-N-[2-cyano-4-fluoro-3-[3-(6-fluoro-3-pyridyl)-4-oxo-quinazolin-6-yl]oxy-phenyl]-3-fluoro-pyrrolidine-1-sulfonamide